8-[(1S)-1-chloroethyl]-3,6-dimethyl-2-(3-pyridinyl)benzopyran-4-one Cl[C@@H](C)C1=CC(=CC=2C(C(=C(OC21)C=2C=NC=CC2)C)=O)C